CN1CCC(CC1)(C(=O)OCCOCCOCCOCCOCC(COCCCCCCOC(C(CCCCCCCC)CCCCCC)=O)OCCCCCCOC(C(CCCCCCCC)CCCCCC)=O)C 2-[2-[2-[2-[2,3-bis[6-(2-hexyldecanoyloxy)hexoxy]propoxy] ethoxy]ethoxy]ethoxy]ethyl 1,4-dimethylpiperidine-4-carboxylate